C(CCC)OC(=O)N1CC2(C1)CN(C2)C=2C(=NN(C2)C2=CC=C(C=C2)OC(F)(F)F)C.ClC2=C(C=CC=C2)S(=O)(=O)CC 1-chloro-2-(ethylsulfonyl)benzene butyl-6-[3-methyl-1-[4-(trifluoromethoxy)phenyl]pyrazol-4-yl]-2,6-diazaspiro[3.3]heptane-2-carboxylate